2-[4-[(E)-3-(4-Methoxy-2-sulfanylphenyl)-3-oxoprop-1-enyl]phenoxy]-2-methylpropanoic acid COC1=CC(=C(C=C1)C(/C=C/C1=CC=C(OC(C(=O)O)(C)C)C=C1)=O)S